3-(((7-(2-Aminopyrimidin-4-yl)-2,3-dihydrofuro[3,2-c]pyridin-4-yl)amino)methyl)-N-((1s,3s)-3-fluorocyclobutyl)benzamid NC1=NC=CC(=N1)C=1C2=C(C(=NC1)NCC=1C=C(C(=O)NC3CC(C3)F)C=CC1)CCO2